(S)-2-(1-benzyl-1H-1,2,3-triazol-4-yl)pyrrolidine-1-carboxylic acid tert-butyl ester C(C)(C)(C)OC(=O)N1[C@@H](CCC1)C=1N=NN(C1)CC1=CC=CC=C1